7-(2-(2,6-dioxopiperidin-3-yl)-1-oxoisoindolin-4-yl)hept-6-ynal O=C1NC(CCC1N1C(C2=CC=CC(=C2C1)C#CCCCCC=O)=O)=O